N-(4-((4-(Naphthalen-1-ylamino)-6-((3-(trifluoromethyl)phenyl)amino)-1,3,5-triazin-2-yl)oxy)phenyl)acetamide C1(=CC=CC2=CC=CC=C12)NC1=NC(=NC(=N1)NC1=CC(=CC=C1)C(F)(F)F)OC1=CC=C(C=C1)NC(C)=O